benzyl 4-(1-(3-(2,6-bis(benzyloxy)pyridin-3-yl)-1-methyl-1H-indazol-7-yl)piperidine-4-carbonyl)piperidine-1-carboxylate C(C1=CC=CC=C1)OC1=NC(=CC=C1C1=NN(C2=C(C=CC=C12)N1CCC(CC1)C(=O)C1CCN(CC1)C(=O)OCC1=CC=CC=C1)C)OCC1=CC=CC=C1